(S)-2-Methyl-5-((1-methylazetidin-2-yl)methoxy)-N-(1-(2-methylquinolin-5-yl)cyclopropyl)benzamide CC1=C(C(=O)NC2(CC2)C2=C3C=CC(=NC3=CC=C2)C)C=C(C=C1)OC[C@H]1N(CC1)C